ClC=1C=CC2=C(N=C(O2)C2CC3(CC(C3)NC(=O)C3=CC=C(O3)S(=O)(=O)NC(OCC)=O)C2)C1 (Ra)-ethyl N-[[5-[[6-(5-chloro-1,3-benzoxazol-2-yl)spiro[3.3]heptan-2-yl]carbamoyl]-2-furyl]sulfonyl]carbamate